ClC=1C(=NC(=NC1)NC1=C(C=C(C=C1)N1CCN(CC1)C1CCN(CC1)CC1=CC(=C2CN(CC2=C1)C1C(NC(CC1)=O)=O)F)OC)NC1=C(C=CC=C1)P(=O)(OC)OC 6-((4-(4-(4-((5-chloro-4-((2-(dimethylphosphono)phenyl)amino)pyrimidin-2-yl)amino)-3-methoxyPhenyl)piperazin-1-yl)piperidin-1-yl)methyl)-2-(2,6-dioxopiperidin-3-yl)-4-fluoroisoindoline